FC(C=1N=CN2C1C=CC(=C2)C(=O)OC)(F)F methyl 1-(trifluoromethyl)imidazo[1,5-a]pyridine-6-carboxylate